C(C)[S@@](=O)(=N)[C@@H]1[C@H](C[C@@H](OC1)C(=O)N1[C@H](C2=CC=CC=C2CC1)C1=CC=C(C=C1)F)NC(OC(C)(C)C)=O tert-butyl ((2R,4S,5R)-5-((S)-ethylsulfonimidoyl)-2-((S)-1-(4-fluorophenyl)-1,2,3,4-tetrahydroisoquinoline-2-carbonyl)tetrahydro-2H-pyran-4-yl)carbamate